C(C)C1=CC(=C(C=O)C=C1)O 4-ETHYL-2-HYDROXYBENZALDEHYDE